2-Benzoyl-5-octyloxyphenol C(C1=CC=CC=C1)(=O)C1=C(C=C(C=C1)OCCCCCCCC)O